(S)-2-(5-(6-(5-(4-cyclopropyl-1H-imidazol-1-yl)-2-fluoro-4-methyl-benzoylamino)pyridin-2-yl)-1H-tetrazol-1-yl)acetic acid propyl ester C(CC)OC(CN1N=NN=C1C1=NC(=CC=C1)NC(C1=C(C=C(C(=C1)N1C=NC(=C1)C1CC1)C)F)=O)=O